N1(C=NC=C1)CN1C=NC=C1 di-(1H-imidazol-1-yl)methane